2,3-difluoro-4-cyanophenol FC1=C(C=CC(=C1F)C#N)O